FS(C=1C=C(C=CC1)C1CCNCC1)(F)(F)(F)F 4-(3-(pentafluoro-λ6-sulfanyl)phenyl)piperidine